C[C@H](CCCC#C)OC(C1=CC=CC=C1)=O (R)-hept-6-yn-2-ylbenzoate